3-((tert-butyldimethylsilyl)oxy)propyl (4-nitrophenyl) carbonate C(OCCCO[Si](C)(C)C(C)(C)C)(OC1=CC=C(C=C1)[N+](=O)[O-])=O